exo-3-fluoro-8-azabicyclo[3.2.1]octane hydrochloride C1C[C@H]2CC(C[C@@H]1N2)F.Cl